1,1'-(1,4-cyclohexandiyl)bis(1-methylpiperidinium) diiodide [I-].[I-].C1(CCC(CC1)[N+]1(CCCCC1)C)[N+]1(CCCCC1)C